OCOC(=O)N1CCCC1 (hydroxymethyl)pyrrolidine-1-carboxylate